OC(C#CC1=CC=C(C=N1)C=1C=CC2=C(N(C([C@H](CC2)NC(C2=NC=CC(=C2)OC2=CC=CC=C2)=O)=O)C)C1)(C)C (S)-N-(8-(6-(3-hydroxy-3-methylbut-1-yn-1-yl)pyridin-3-yl)-1-methyl-2-oxo-2,3,4,5-tetrahydro-1H-benzo[b]azepin-3-yl)-4-phenoxypicolinamid